CS(=O)(=O)ON=CC(CC1=CCCCCC1)=O (methylsulfonyloxyimino)-1-cycloheptenylacetone